C(C)(C)(C)C1=C(C2=C(N=CN=C2OC2=C(C=CC=C2OC(F)(F)F)F)S1)C(=O)OCC ethyl 6-(tert-butyl)-4-(2-fluoro-6-(trifluoromethoxy)phenoxy)thieno[2,3-d]pyrimidine-5-carboxylate